lysyl-(lysine) N[C@@H](CCCCN)C(=O)N[C@@H](CCCCN)C(=O)O